CC1=C(C=CC(=C1)C)SC1=C(C=C(C=C1)C)C 2,4-dimethylPhenyl sulfide